CC1(CCC(CC1)CN1CCNCC1)NC(OC(C)(C)C)=O tert-butyl N-[1-methyl-4-(piperazin-1-ylmethyl)cyclohexyl]carbamate